1-[3-(trifluoromethyl)phenyl]propanone FC(C=1C=C(C=CC1)CC(C)=O)(F)F